ClC=1C(=NC(=NC1)NC1=C(C=C2CCN(CC2=C1)C)OC)N1CC(C2=CC=CC=C12)C(=O)NOC 1-(5-Chloro-2-((6-methoxy-2-methyl-1,2,3,4-tetrahydroisoquinolin-7-yl)amino)pyrimidin-4-yl)-N-methoxyindoline-3-carboxamide